7-Bromo-5-chloro-3-iodo-1-((2-(trimethylsilyl)ethoxy)methyl)-1H-pyrrolo[3,2-b]pyridine BrC1=C2C(=NC(=C1)Cl)C(=CN2COCC[Si](C)(C)C)I